diethyl (S)-malate C([C@@H](O)CC(=O)OCC)(=O)OCC